O1CCC1 (2R)-oxetan